N-phenyl-7-(3,3,3-trifluoro-2,2-dihydroxypropanamido)heptanamide C1(=CC=CC=C1)NC(CCCCCCNC(C(C(F)(F)F)(O)O)=O)=O